C1(CC1)C=1C(=CC=C2C(=NNC12)C1=C(C(=O)N)C=CC(=C1)F)C (7-cyclopropyl-6-methyl-1H-indazol-3-yl)-4-fluorobenzamide